C(C)NC(=S)N1C2C=C(CC1CC2)C2=C1C(=NC(=C2)NC(=O)C2CC2)NC=C1 N-(4-(8-(ethylthiocarbamoyl)-8-azabicyclo[3.2.1]oct-2-en-3-yl)-1H-pyrrolo[2,3-b]pyridin-6-yl)cyclopropylcarboxamide